CNC(CC)NC1OCCC1 N-methyl-N'-tetrahydrofuryl-propanediamine